9-(acryloyloxy)-11-hydroxyheptadecanoic acid methyl ester COC(CCCCCCCC(CC(CCCCCC)O)OC(C=C)=O)=O